(2s,3r)-2-(3,4-dihydroxyphenyl)-5,7-dihydroxychroman-3-yl 3,4-dihydroxybenzoate OC=1C=C(C(=O)O[C@H]2[C@@H](OC3=CC(=CC(=C3C2)O)O)C2=CC(=C(C=C2)O)O)C=CC1O